methyl (1S,5R)-3-(7-cyano-3-fluoropyrazolo[1,5-a]pyridin-4-yl)-5-(trifluoromethyl)-3-azabicyclo[3.1.0]hexane-1-carboxylate C(#N)C1=CC=C(C=2N1N=CC2F)N2C[C@@]1(C[C@@]1(C2)C(F)(F)F)C(=O)OC